1,2-dihydroxy-3-propanesulfonic acid sodium salt [Na+].OCC(CS(=O)(=O)[O-])O